5-((R)-2-(5-fluoro-2-methoxypyridin-3-yl)pyrrolidin-1-yl)-N-((S)-2-hydroxypropyl)pyrazolo[1,5-a]pyrimidine-3-carboxamide FC=1C=C(C(=NC1)OC)[C@@H]1N(CCC1)C1=NC=2N(C=C1)N=CC2C(=O)NC[C@H](C)O